C(#N)CC1CC(C1)(C1=NN=CN1C)C=1C=C(C=CC1)NC(=O)C1=CC(=C2C(=N1)C(CO2)(C)C)CNC2CCCCCCC2 N-(3-((1s,3s)-3-(cyanomethyl)-1-(4-methyl-4H-1,2,4-triazol-3-yl)cyclobutyl)phenyl)-7-((cyclooctylamino)methyl)-3,3-dimethyl-2,3-dihydrofuro[3,2-b]pyridine-5-carboxamide